C1(=C(C=CC=C1)NC(=S)N[C@@H](CC1=CC=CC=C1)C(=O)N)C tolylaminothioCarbonyl-phenylalanine amide